3-fluoro-4-(4-(4-oxo-4,5,6,7-tetrahydro-1H-pyrrolo[3,2-c]pyridin-2-yl)pyridin-2-yl)phenyl trifluoromethanesulfonate FC(S(=O)(=O)OC1=CC(=C(C=C1)C1=NC=CC(=C1)C1=CC=2C(NCCC2N1)=O)F)(F)F